2-chloro-4-(2-((S or R)-6-((S or R)-2-cyclobutyl-2-phenylpropanoyl)-6-azaspiro[2.5]octan-1-yl)ethoxy)-N,N-dimethylbenzamide ClC1=C(C(=O)N(C)C)C=CC(=C1)OCC[C@@H]1CC12CCN(CC2)C([C@](C)(C2=CC=CC=C2)C2CCC2)=O |o1:15,24|